C1=C(C=CC2=CC=CC=C12)OCCCCCCCC(C(=O)O)=C 7-(naphthalene-2-yloxy)heptyl-acrylic acid